C1(=CC=C(C=C1)SC1C(OCC1)C(=O)O)C 3-(p-tolylthio)tetrahydrofuran-2-carboxylic acid